NC(CNCCC[Si](OCC)(OCC)C)C N-(2-aminopropyl)-3-aminopropylmethyldiethoxysilane